S(=O)(=O)(O)O.N1=CC(=C2N1C=CC=C2)C#N pyrazolo[1,5-a]pyridine-3-carbonitrile sulfate